3-(4,5-Dimethylthiazol-2-yl)-2,5-diphenyltetrazolium CC1=C(SC(=N1)[N+]2=NC(=NN2C3=CC=CC=C3)C4=CC=CC=C4)C